3-methacryloyloxypropyl(trimethoxy)silane C(C(=C)C)(=O)OCCC[Si](OC)(OC)OC